4-(2-aminophenoxy)-N-[(3S)-piperidin-3-yl]-5-(trifluoromethyl)pyrimidin-2-amine NC1=C(OC2=NC(=NC=C2C(F)(F)F)N[C@@H]2CNCCC2)C=CC=C1